cis-trans-propylene C=CC